[O-2].[Ce+3].[W+4] tungsten-cerium oxide